OC1(CC(C1)C(=O)N1CC2(C1)CCC(CC2)C2=NC(=CC=C2)OC)C ((1s,3s)-3-Hydroxy-3-methylcyclobutyl)(7-(6-methoxypyridin-2-yl)-2-azaspiro[3.5]nonan-2-yl)methanone